[4-(5-bromo-3,4-dihydro-2H-quinolin-1-yl)-6-fluoro-quinazolin-2-yl]hydrazine Tert-butyl-(3R,4S)-3-amino-4-methylpyrrolidine-1-carboxylate C(C)(C)(C)OC(=O)N1C[C@@H]([C@H](C1)C)N.BrC1=C2CCCN(C2=CC=C1)C1=NC(=NC2=CC=C(C=C12)F)NN